4'-Hydroxy-2',6'-dimethoxychalcone OC1=CC(=C(C(/C=C/C2=CC=CC=C2)=O)C(=C1)OC)OC